Cl.N1N=NC=C1 [1,2,3]Triazole hydrochloride